FC1=C(C(=CC(=C1)CNC1=NC=C(C=N1)C(C)C)O)N1CC(NS1(=O)=O)=O 5-(2-fluoro-6-hydroxy-4-(((5-isopropylpyrimidin-2-yl)amino)methyl)phenyl)-1,2,5-thiadiazolidin-3-one 1,1-dioxide